(S)-2-azido-4,4,4-trifluoro-2-methylbutanoic acid N(=[N+]=[N-])[C@](C(=O)O)(CC(F)(F)F)C